FC1C[C@H](NC1)CCNC(O[C@H]1[C@H](NC[C@@H]1O)CC1=CC=C(C=C1)C1=CN=CO1)=O (2R,3S,4S)-4-hydroxy-2-{[4-(1,3-oxazol-5-yl)phenyl]methyl}pyrrolidin-3-yl N-{2-[(2R)-4-fluoropyrrolidin-2-yl]ethyl}carbamate